FC1=C(C(=CC=C1)O)C1=CC=C2C(=CC(N3C2=C1CCC3)=O)N3CCN(CC3)C(=O)OC(C)(C)C tert-butyl 4-(8-(2-fluoro-6-hydroxyphenyl)-3-oxo-3,5,6,7-tetrahydropyrido[3,2,1-ij]quinolin-1-yl)piperazine-1-carboxylate